butyl 4-(3-amino-1-methyl-1H-pyrazol-4-yl)piperidine-1-carboxylate NC1=NN(C=C1C1CCN(CC1)C(=O)OCCCC)C